(S)-Methyl-(5-((2-amino-4-fluoro-2,4-dimethylpentyl)oxy)-6-methyl-(2,4'-bipyridine)-2'-yl)-carbamate COC(NC1=NC=CC(=C1)C1=NC(=C(C=C1)OC[C@@](CC(C)(C)F)(C)N)C)=O